ClC1=C(C=2N(C=C1)C=C(N2)C(=O)N2C[C@H]([C@@]1(CC2)NCC2=CC=CC=C2C1)O)I (7-chloro-8-iodoimidazo[1,2-a]pyridin-2-yl)[(3R,3'R)-3'-hydroxy-1,4-dihydro-1'H,2H-spiro[isoquinoline-3,4'-piperidin]-1'-yl]methanone